OC[C@@]12C(CC[C@H]1[C@@H]1CCC3=CC(CC[C@]3(C)[C@H]1CC2)O)O hydroxyandrost-4-ene-3,17-diol